NC1=C(N=NC(=C1)Cl)C(=O)NC1=C(C=CC(=C1)N1N=NC(=C1)C(NCCCN1CCOCC1)=O)N1CCN(CC1)C 4-amino-6-chloro-N-(2-(4-methylpiperazin-1-yl)-5-(4-((3-morpholinopropyl)carbamoyl)-1H-1,2,3-triazol-1-yl)phenyl)pyridazine-3-carboxamide